COC[C@H]1[C@@H](CCCC1)C1=NC2=CC=C(C=C2C=C1)CN1C[C@H](CC1)OC=1C=C2CN(C(C2=CC1)=O)C1C(NC(CC1)=O)=O 3-(5-(((S)-1-((2-((1R,2R)-2-(Methoxymethyl)cyclohexyl)quinolin-6-yl)methyl)pyrrolidin-3-yl)oxy)-1-oxoisoindolin-2-yl)piperidine-2,6-dione